2-(4,6-Diethoxypyrimidin-5-yl)-9-(4-(5-methyl-3-(trifluoromethyl)-1H-pyrazol-1-yl)benzyl)-7,9-dihydro-8H-purin-8-one C(C)OC1=NC=NC(=C1C1=NC=C2NC(N(C2=N1)CC1=CC=C(C=C1)N1N=C(C=C1C)C(F)(F)F)=O)OCC